N1N=NC=C1C1[C@H]2CN(C[C@@H]12)C1=NN=C(O1)C=1C=NC(=NC1)NC1CC2=CC(=C(C=C2C1)F)F 5-(5-((1R,5S,6r)-6-(1H-1,2,3-triazol-5-yl)-3-azabicyclo[3.1.0]hexan-3-yl)-1,3,4-oxadiazol-2-yl)-N-(5,6-difluoro-2,3-dihydro-1H-inden-2-yl)pyrimidin-2-amine